1,4-dihydroxymethylbenzene OCC1=CC=C(C=C1)CO